C[C@H]1CC=C(CC1)C1=NN(C(C=C1)=O)CC(=O)NC1=CC=2N(C=C1)N=CN2 2-{3-[(4R)-4-methylcyclohex-1-en-1-yl]-6-oxopyridazin-1(6H)-yl}-N-([1,2,4]triazolo[1,5-a]pyridin-7-yl)acetamide